6-(Azetidin-1-yl)-N-[4-(2-cyanoethyl)benzene-1-sulfonyl]-4-fluoro-1-benzofuran-2-carboxamide N1(CCC1)C1=CC2=C(C=C(O2)C(=O)NS(=O)(=O)C2=CC=C(C=C2)CCC#N)C(=C1)F